cyclohexan-3-ene C1CC=CCC1